N,N'-(2-(Phenylthio)naphthalene-1,4-diyl)bis(4-methoxybenzenesulfonamide) C1(=CC=CC=C1)SC1=C(C2=CC=CC=C2C(=C1)NS(=O)(=O)C1=CC=C(C=C1)OC)NS(=O)(=O)C1=CC=C(C=C1)OC